3,5-dimethylthiophen-2-amine CC1=C(SC(=C1)C)N